(R)-1-(1-Ethyl-5-(3-methylmorpholinyl)-1H-pyrazolo[4,3-b]pyridin-7-yl)cyclopropanecarbonitrile C(C)N1N=CC2=NC(=CC(=C21)C2(CC2)C#N)N2[C@@H](COCC2)C